2,4,6-triisoamyl-biphenyl-2-yl-phosphine C(CC(C)C)C1(C(=C(C=C(C1)CCC(C)C)CCC(C)C)C1=CC=CC=C1)P